NC1=C(C=C2C=CNC2=C1)OC 6-amino-5-methoxy-1H-indole